6-((2-chloro-3-(3-(phenylsulfonyl)ureido)phenyl)thio)-5-methylpyrazine-2-carboxylic acid ethyl ester C(C)OC(=O)C1=NC(=C(N=C1)C)SC1=C(C(=CC=C1)NC(=O)NS(=O)(=O)C1=CC=CC=C1)Cl